CN1N=CC2=CC(=CC=C12)OC=1C=C2CCC(N(C2=CC1)C(=O)OC(C)(C)C)=O tert-butyl 6-((1-methyl-1H-indazol-5-yl) oxy)-2-oxo-3,4-dihydroquinoline-1(2H)-carboxylate